NCCCCC[Si](O[Si](C)(C)C)(C)CCCCCN Bis(aminopentyl)tetramethyl-disiloxane